OC(COCC1=CC=2N(C=C1)C(=CN2)C(=O)OCC)(C)C ethyl 7-[(2-hydroxy-2-methyl-propoxy)methyl]imidazo[1,2-a]pyridine-3-carboxylate